(1-azidoethyl)-2-chloro-3-methylpyrazine N(=[N+]=[N-])C(C)C=1N=C(C(=NC1)Cl)C